C1(CC1)NC(C(C(C[C@H]1C(NCC1)=O)NC([C@H](CC(C)(C)C)NC(=O)[C@H]1[C@@H](C1)C1=CC=CC=C1)=O)=O)=O (1R,2R)-N-((2S)-1-((4-(Cyclopropylamino)-3,4-dioxo-1-((S)-2-oxopyrrolidin-3-yl)butan-2-yl)amino)-4,4-dimethyl-1-oxopentan-2-yl)-2-phenylcyclopropan-1-carboxamid